C(C)(C)(C)C(C(=O)NC)N1C(C2=CC=C(C=C2C1=O)C1=NC(=NC=C1Cl)NC1=CNOC=C1)CO tert-butyl-2-(5-{5-chloro-2-[(oxazin-4-yl)amino]pyrimidin-4-yl}-1-(hydroxymethyl)-3-oxo-2,3-dihydro-1H-isoindol-2-yl)-N-methylacetamide